2-(4-chloro-2-methoxyphenyl)-1-(7-methyl-5-(trifluoromethoxy)-1H-indol-3-yl)-ethanone ClC1=CC(=C(C=C1)CC(=O)C1=CNC2=C(C=C(C=C12)OC(F)(F)F)C)OC